ClC=1C=C(C=CC1)C1C(NC(C1C1=C(C=CC(=C1)Cl)F)CC(C)(C)C)C(=O)O 3-(3-chlorophenyl)-4-(5-chloro-2-fluorophenyl)-5-neopentylpyrrolidine-2-carboxylic acid